IC=1C=C2C(=CC=NC2=CC1)NC=1C=C(C=C(C1)OC)C1=CC(N(C=C1)C)=O 4-(3-((6-Iodoquinolin-4-yl)amino)-5-methoxyphenyl)-1-methylpyridin-2(1H)-one